F[C@H]1C[C@H](N2N=C(N=C21)S(=O)(=O)[C@H](C)F)C2=CC=CC=C2 (5S,7S)-7-fluoro-5-phenyl-2-[(1R)-1-fluoroethyl]sulfonyl-6,7-dihydro-5H-pyrrolo[1,2-b][1,2,4]triazole